ClC1=C(C=CC=C1)[C@H]1N(CCC1)C=1C(=NC(=NC1)C(=O)N[C@H](C)\C=C\S(=O)(=O)C)C 5-((S)-2-(2-Chlorophenyl)pyrrolidin-1-yl)-4-methyl-N-((R,E)-4-(methylsulfonyl)but-3-en-2-yl)pyrimidine-2-carboxamide